N-[4-[(E)-3-(4-Hydroxyphenyl)prop-2-enoyl]phenyl]-3-[3-[[4-[(E)-3-(4-hydroxyphenyl)prop-2-enoyl]phenyl]sulfamoyl]benzoyl]benzenesulfonamide OC1=CC=C(C=C1)/C=C/C(=O)C1=CC=C(C=C1)NS(=O)(=O)C1=CC(=CC=C1)C(C1=CC(=CC=C1)S(NC1=CC=C(C=C1)C(\C=C\C1=CC=C(C=C1)O)=O)(=O)=O)=O